5-((5-methyl-1-(1-methyl-1H-pyrazol-4-yl)-1H-indazol-6-yl)amino)-5,6,7,8-tetrahydronaphthalene-2-carbonitrile CC=1C=C2C=NN(C2=CC1NC1C=2C=CC(=CC2CCC1)C#N)C=1C=NN(C1)C